COC1=C(C=CC(=C1)OC)CNC1=NC=CC=2C(=CC=CC12)NCC1=CC(=NC=C1)OCC1CCNCC1 N1-[(2,4-dimethoxyphenyl)methyl]-N5-[[2-(4-piperidinylmethoxy)-4-pyridinyl]methyl]isoquinoline-1,5-diamine